1-(5-(2-hydroxypropan-2-yl)pyridin-2-yl)piperazin-2-one OC(C)(C)C=1C=CC(=NC1)N1C(CNCC1)=O